((5-(4-fluorophenyl)-6-isopropyl-1H-pyrazolo[4,3-g]isoquinolin-8-yl)imino)(methyl)(5-methylfuran-2-yl)-λ6-sulfanone FC1=CC=C(C=C1)C1=C(N=C(C2=CC3=C(C=C12)C=NN3)N=S(=O)(C=3OC(=CC3)C)C)C(C)C